4-methylbenzene-1-sulfonic acid (3R)-tetrahydrofuran-3-yl ester O1C[C@@H](CC1)OS(=O)(=O)C1=CC=C(C=C1)C